2-[6-bromo-4-(difluoromethyl)-5-fluoro-1-oxo-phthalazin-2-yl]Acetic acid BrC=1C(=C2C(=NN(C(C2=CC1)=O)CC(=O)O)C(F)F)F